pyrazolo[1,5-a]pyrimidine-3-carboxylic acid trihydrochloride salt Cl.Cl.Cl.N1=CC(=C2N1C=CC=N2)C(=O)O